C(C)N(C1=CC(=C(C=C1)C=CC1=NC(=NC(=N1)C(Cl)(Cl)Cl)C(Cl)(Cl)Cl)C)CC 2-[2-(4-diethylamino-2-methylphenyl)ethenyl]-4,6-bis(trichloromethyl)-s-Triazine